5-[7-chloro-4-[8-ethyl-7-fluoro-3-(methoxymethoxy)-1-naphthyl]-2-methyl-pyrazolo[4,3-f]quinazolin-9-yl]-N,N-dimethyl-4,6,7,8-tetrahydropyrazolo[1,5-a][1,4]diazepine-2-carboxamide ClC1=NC=2C=C(C=3C(C2C(=N1)N1CC=2N(CCC1)N=C(C2)C(=O)N(C)C)=CN(N3)C)C3=CC(=CC2=CC=C(C(=C32)CC)F)OCOC